BrC1=C(N=C(S1)NC(=O)C1CC(C1)NC1=NC=CC2=CC=C(C=C12)C1=NOC(=N1)C)C N-(5-bromo-4-methyl-thiazol-2-yl)-3-[[7-(5-methyl-1,2,4-oxadiazol-3-yl)-1-isoquinolyl]amino]cyclobutanecarboxamide